C(C)N1C=C(C(C2=CC=CC(=C12)F)=O)S(=O)(=O)N1CCC2(C[C@H](CO2)NC[C@@H](COC2=CC(=CC=C2)S(=O)(=O)C)O)CC1 1-ethyl-8-fluoro-3-((R)-3-((S)-2-hydroxy-3-(3-(methylsulfonyl)phenoxy)propylamino)-1-oxa-8-azaspiro[4.5]decan-8-ylsulfonyl)quinolin-4(1H)-one